ClC=1C=NC(=NC1)B1OC(C(O1)(C)C)(C)C 5-chloro-2-(4,4,5,5-tetramethyl-1,3,2-dioxaborolan-2-yl)pyrimidine